COCOC=1C(=CC2=C(N=C(O2)C)C1)C1=CN=C(N=N1)N1CC(CC1)CN(C1CC1)C N-[(1-{6-[5-(methoxymethoxy)-2-methyl-1,3-benzoxazol-6-yl]-1,2,4-triazin-3-yl}pyrrolidin-3-yl)methyl]-N-methylcyclopropanamine